C1(CC1)CN1C2=C(C=C1C=O)C=C(S2)S(=O)(=O)C 6-(cyclopropylmethyl)-2-(methylsulfonyl)-6H-thieno[2,3-b]pyrrole-5-carbaldehyde